O1C(CC1)=O Oxetanon